C=1N=CN2C1C1=CC=CC=C1C2C2C(CC21CCC1)O 1-(5H-imidazo[5,1-a]isoindol-5-yl)spiro[3.3]heptan-2-ol